5-(2-((3-(benzyloxy)cyclobutyl)amino)ethoxy)-7-chloro-8-fluoro-2-(methylthio)pyrido[4,3-d]pyrimidin-4(3H)-one C(C1=CC=CC=C1)OC1CC(C1)NCCOC1=NC(=C(C=2N=C(NC(C21)=O)SC)F)Cl